COC=1C=C(C=C(C1)OC)N1C(CN(C(C1)=O)C(C1=CC=CC=C1)=O)=O (3,5-dimethoxyphenyl)-4-benzoylpiperazine-2,5-dione